[1,3]Dioxolen-5-ylcarbinol O1COC=C1CO